1,8b-dihydroxy-3a-(4-hydroxyphenyl)-6,8-dimethoxy-3-phenyl-2,3-dihydro-1H-cyclopenta[b]benzofuran-2-carboxamide OC1C(C(C2(OC3=C(C21O)C(=CC(=C3)OC)OC)C3=CC=C(C=C3)O)C3=CC=CC=C3)C(=O)N